C(C1=CC=CC=C1)SC=1C=C2C=CN=C(C2=CC1)Cl 6-(benzylthio)-1-chloroisoquinoline